3-(4-(8-(cyclohexylamino)oct-1-yn-1-yl)-1-oxoisoindolin-2-yl)piperidine-2,6-dione C1(CCCCC1)NCCCCCCC#CC1=C2CN(C(C2=CC=C1)=O)C1C(NC(CC1)=O)=O